CCN(CC)C1=CC2=C(C=C1)C3(C4=CC=CC=C4C(=O)O3)C5=C(O2)C=C(C(=C5)Cl)C 2'-chloro-6'-(diethylamino)-3'-methylfluoran